ClC1=C(C=CC(=C1)C(=O)O)C1=CC=CC=C1 chloro-[1,1'-biphenyl]-4-carboxylic acid